FC=1C=C(C=C(C1)C)NC(=O)NC(C)CCC1=CC=C(C=C1)OC 1-(3-fluoro-5-methylphenyl)-3-(4-(4-methoxyphenyl)butan-2-yl)urea